FC1=CC=C2C(CC(C2=C1)=C(C#N)C#N)=O 2-(6-fluoro-3-oxo-2,3-dihydro-1H-inden-1-ylidene)malononitrile